(2-(2,6-dioxopiperidin-3-yl)-3-oxoisoindolin-5-yl)methyl(2-fluoro-3-(trifluoromethoxy)phenyl)carbamate O=C1NC(CCC1N1CC2=CC=C(C=C2C1=O)OC(N(C1=C(C(=CC=C1)OC(F)(F)F)F)C)=O)=O